CC1=CC(N(C2=CC3=C(C=C12)C(=C4C=C5C(=CC([N+](=C5C=C4O3)C)(C)C)C)C6=C(C=C(C=C6)NC(=O)C7=CC=C(C=C7)CCl)C(=O)[O-])C)(C)C The molecule is the 5-isomer of a fluorescent dye with an emission wavelength of 602 nm, derived from a heteropentacyclic ring system. It has a role as a fluorochrome.